C1(C(C=CC(C1)=O)S(=O)(=O)O)=O 5-benzoquinoneSulfonic acid